N-(2-(7-chloro-1H-indol-3-yl)ethyl)-2-hydroxy-4-methylbenzamide ClC=1C=CC=C2C(=CNC12)CCNC(C1=C(C=C(C=C1)C)O)=O